CC1=CC2=C(N=C(O2)NC=2OC3=C(N2)C=C(C=C3)CC(=O)N)C=C1 (2-((6-methylbenzo[d]oxazol-2-yl)amino)benzo[d]oxazol-5-yl)acetamide